3-(5-((1-benzhydryl-azetidin-3-yl)thio)-1-oxoisoindolin-2-yl)piperidine-2,6-dione C(C1=CC=CC=C1)(C1=CC=CC=C1)N1CC(C1)SC=1C=C2CN(C(C2=CC1)=O)C1C(NC(CC1)=O)=O